C(C)(C)NC(CC1=C2C=CC(NC2=C(C=C1)O)=O)CC 5-(2-isopropylaminobutyl)-8-hydroxyquinolone